2-[CARBAMOYL(ETHYL)AMINO]ACETIC ACID C(N)(=O)N(CC(=O)O)CC